C1(=CC=CC=C1)P(C1=CC=CC=2C(C3=CC=CC(=C3OC12)P(C1=CC=CC=C1)C1=CC=CC=C1)(C)C)C1=CC=CC=C1 4,5-bis-diphenylphosphino-9,9-dimethyl-9H-xanthene